ClC1=CC=C2C(=N1)N(C=C2C2=C(C(=CC=C2OC)F)OC)COCC[Si](C)(C)C 6-chloro-3-(3-fluoro-2,6-dimethoxyphenyl)-1-[[2-(trimethylsilyl)ethoxy]methyl]pyrrolo[2,3-b]pyridine